N=1N(N=C2C1C=CC=C2)C2=C(C(=CC(=C2)CCCCCCCC)CCCCCCCCCCC)O 2-(2H-benzotriazol-2-yl)-6-undecyl-4-octylphenol